N,N,2-trimethylpyrido[2,3-d]pyrimidine-6-carboxamide CN(C(=O)C1=CC2=C(N=C(N=C2)C)N=C1)C